(S)-N-(4-amino-6-methyl-5-(quinolin-3-yl)-8,9-dihydropyrimido[5,4-b]indolizin-8-yl)-3,3-dideuteroacrylamide NC1=NC=NC2=C1C(=C1C(=C[C@@H](CN21)NC(C=C([2H])[2H])=O)C)C=2C=NC1=CC=CC=C1C2